O[C@@]\1(CC[C@@H]2/C1=C\[C@@]1(C([C@H](C(C2=C)=O)O)=C(CC1)C(C)C)C)COC (1R,3aR,6R,9aR,E)-1,6-dihydroxy-7-isopropyl-1-(methoxymethyl)-9a-methyl-4-methylene-2,3,3a,4,6,8,9,9a-octahydrodicyclopenta[a,d][8]annulen-5(1H)-one